FC1=CC(=C2C=NN(C2=C1)S(=O)(=O)C)B1OC(C(O1)(C)C)(C)C 6-fluoro-1-(methylsulfonyl)-4-(4,4,5,5-tetramethyl-1,3,2-dioxaborolan-2-yl)-1H-indazole